2-((2-propoxymethyl)pyrimidine-5-yl)pyrazolo[1,5-a]pyridine CC(C)OCC1=NC=C(C=N1)C1=NN2C(C=CC=C2)=C1